CN1C=2C(NC(=NC2NC[C@H]1CNC1=CC=C(C(N[C@@H](CCC(=O)[O-])C(=O)O)=O)C=C1)N)=O (6R,S)-5-methyltetrahydrofolate